C[C@]1(OCCC1)C(=O)O (R)-2-methyltetrahydrofuran-2-carboxylic acid